(3R)-3-(3-(1-(4-aminopyrido[3,2-d]pyrimidin-6-yl)piperidin-3-yl)isoxazol-5-yl)-3-hydroxy-1-methylpyrrolidin-2-one NC=1C2=C(N=CN1)C=CC(=N2)N2CC(CCC2)C2=NOC(=C2)[C@]2(C(N(CC2)C)=O)O